NC1=CC=C2C(=N1)CCC2NC([C@H](C)NC(=O)[C@@H]2NCC[C@H](C2)C2=CC(=CC=C2)C(F)(F)F)=O (2R,4R)-N-((2S)-1-((2-amino-6,7-dihydro-5H-cyclopenta[b]pyridin-5-yl)amino)-1-oxopropan-2-yl)-4-(3-(trifluoromethyl)phenyl)piperidine-2-carboxamide